3,10-dioxa-2,7,14-triazahexadecan CNOCCCNCCOCCCNCC